(3S,4S)-6-bromo-4-fluoro-3-methylisochroman-1-one BrC=1C=C2[C@@H]([C@@H](OC(C2=CC1)=O)C)F